4,8-dimethyl-pentadecanoic acid CC(CCC(=O)O)CCCC(CCCCCCC)C